C1(CC=CC1)NC(OCC1=CC=CC=C1)=O benzyl cyclopent-3-en-1-ylcarbamate